ClC1=NC=CC(=C1OCC(F)(F)F)N 2-chloro-3-(2,2,2-trifluoroethoxy)pyridin-4-amine